ClC=1C=CC2=C(N=C(S2)NC(=O)C2CCN(CC2)NC(CO[C@@H]2C[C@@H](C2)OC(F)(F)F)=O)C1 N-(5-chlorobenzo[d]thiazol-2-yl)-1-(2-(cis-3-(trifluoromethoxy)cyclobutoxy)acetamido)piperidine-4-carboxamide